2-cyclopropyl-6-hydroxyisoindolin-1-one C1(CC1)N1C(C2=CC(=CC=C2C1)O)=O